5-(2-(4-(2-oxa-6-azaspiro[3.3]heptan-6-yl)cyclohexyl)-6-isopropyl-4H-pyrrolo[3,2-d]thiazol-5-yl)-1,3,4-trimethylpyridin-2(1H)-one C1OCC12CN(C2)C2CCC(CC2)C=2SC1=C(N2)C(=C(N1)C=1C(=C(C(N(C1)C)=O)C)C)C(C)C